(4-(3-(4-(4-(3-(4-(2-(2,6-dioxopiperidin-3-yl)-1-oxoisoindolin-5-yl)piperazin-1-yl)propyl)piperazin-1-yl)phenoxy)-6-hydroxybenzo[b]thiophen-2-yl)phenyl)boronic acid O=C1NC(CCC1N1C(C2=CC=C(C=C2C1)N1CCN(CC1)CCCN1CCN(CC1)C1=CC=C(OC=2C3=C(SC2C2=CC=C(C=C2)B(O)O)C=C(C=C3)O)C=C1)=O)=O